C(C(C)C)C(C(=O)O)CC.C(C(C)C)(=O)OCC(C)C iso-butyl isobutyrate (isobutyl butyrate)